1-methyl-6-((1-(N-methylsulfamoyl)cyclopropyl)methyl)-7-oxo-4,5,6,7-tetrahydro-1H-pyrazolo[3,4-c]pyridine-3-carboxamide CN1N=C(C2=C1C(N(CC2)CC2(CC2)S(NC)(=O)=O)=O)C(=O)N